FC=1C(=NC(=NC1)NC1=C(C(=CC=C1)S(=O)(=O)C)F)C1=CNC2=C(C=CC=C12)NC([C@@H](CC)N1CCN(CCC1)C)=O (R)-N-(3-(5-fluoro-2-((2-fluoro-3-(methylsulfonyl)phenyl)amino)pyrimidin-4-yl)-1H-indol-7-yl)-2-(4-methyl-1,4-diazepan-1-yl)butanamide